(5-((R)-3-methylmorpholino)-3-(1-(tetrahydro-2H-pyran-2-yl)-1H-pyrazol-5-yl)isothiazolo[4,5-b]pyridin-7-yl)cyclopentane-1-carbonitrile C[C@@H]1COCCN1C1=CC(=C2C(=N1)C(=NS2)C2=CC=NN2C2OCCCC2)C2(CCCC2)C#N